trans-4-hydroxyLprolinol O[C@@H]1C[C@H](NC1)CO